acryloxypropyl-methyldipropoxysilane C(C=C)(=O)OCCC[Si](OCCC)(OCCC)C